6,7-dimethoxy-N-methyl-N-phenylquinazolin-4-amine COC=1C=C2C(=NC=NC2=CC1OC)N(C1=CC=CC=C1)C